N-(2-chloro-4-(pentafluoro-λ6-sulfanyl)phenyl)-2-(2-(cyclohept-1-en-1-yl)-5-ethyl-7-oxo-6-(piperazin-1-yl)-[1,2,4]triazolo[1,5-a]pyrimidin-4(7H)-yl)acetamide ClC1=C(C=CC(=C1)S(F)(F)(F)(F)F)NC(CN1C=2N(C(C(=C1CC)N1CCNCC1)=O)N=C(N2)C2=CCCCCC2)=O